CC1=CC=C(C=C1)S(=O)(=O)NCC(=O)OC methyl 2-(4-methylbenzenesulfonylamino)acetate